7-[2-(2,5-dihydro-1H-pyrrol-3-yl)-6,8-dihydro-5H-[1,2,4]triazolo[1,5-a]pyrazin-7-yl]-2-[3-(6-methyl-2-pyridyl)-1H-pyrazol-4-yl]-1,5-naphthyridine N1CC(=CC1)C1=NN2C(CN(CC2)C2=CN=C3C=CC(=NC3=C2)C=2C(=NNC2)C2=NC(=CC=C2)C)=N1